1-(2-(3-n-pentyloxy-4-methoxyphenyl)-2-oxoethyl)-2,6-dimethylpyridin-4(1H)-one C(CCCC)OC=1C=C(C=CC1OC)C(CN1C(=CC(C=C1C)=O)C)=O